(1-(6-(1H-indol-4-yl)-1H-imidazo[4,5-b]pyrazin-1-yl)ethyl)-5,7-difluoro-3-(1-methyl-1H-pyrazol-4-yl)quinoline N1C=CC2=C(C=CC=C12)C1=CN=C2C(=N1)N(C=N2)C(C)C2=NC1=CC(=CC(=C1C=C2C=2C=NN(C2)C)F)F